(E)-3-(3-iodobenzylidene)pyrrolidine-2,5-dione IC=1C=C(\C=C/2\C(NC(C2)=O)=O)C=CC1